C1(CC1)OC=1C(=CC2=CN(N=C2C1)C1CCC(CC1)CO)C(=O)NC1=CN=C2N1N=CC=C2 6-cyclopropoxy-2-((1r,4r)-4-(hydroxymethyl)cyclohexyl)-N-(imidazo[1,2-b]pyridazin-3-yl)-2H-indazole-5-carboxamide